FC(C(=O)O)(F)F.ClC1=CC2=C(C=N1)C(=NN2)N2CC(CC2C)O 1-(6-chloro-1H-pyrazolo[4,3-c]pyridin-3-yl)-5-methylpyrrolidin-3-ol trifluoroacetate